tert-Butyl (1S,4S)-6-(difluoromethylene)-3-oxo-2-azabicyclo[2.2.1]heptane-2-carboxylate FC(=C1C[C@@H]2C(N([C@H]1C2)C(=O)OC(C)(C)C)=O)F